ClC=1C=CC(=NC1)O[C@H]1C[C@H](N(C1)C1=NC=C(C(=O)N[C@@H](CNC(=O)N)C2=CC=C(C=C2)S(=O)(=O)CC)C=C1)COC(F)F 6-((2S,4S)-4-((5-chloropyridin-2-yl)oxy)-2-((difluoromethoxy)methyl)pyrrolidin-1-yl)-N-((R)-1-(4-(ethylsulfonyl)phenyl)-2-ureidoethyl)nicotinamide